1-(2,4-difluorophenyl)-1H-pyrazol-3-amine FC1=C(C=CC(=C1)F)N1N=C(C=C1)N